[S].[Ag].[Zn] zinc silver sulfur